CC1=CC=CC(=N1)C1=C(N=CN1)C=1C=C2C=C(C=NC2=CC1)C=1SC=C(N1)C=1CCNCC1 2-[6-[5-(6-methyl-2-pyridyl)-1H-imidazol-4-yl]-3-quinolyl]-4-(1,2,3,6-tetrahydropyridin-4-yl)thiazole